The molecule is an L-leucine derivative resulting from the formal condensation of the carboxy group of arachidonic acid with the amino group of L-leucine. It is a L-leucine derivative and a N-(fatty acyl)-L-alpha-amino acid. It derives from an arachidonic acid. It is a conjugate acid of a N-arachidonoyl-L-leucinate. CCCCC/C=C\\C/C=C\\C/C=C\\C/C=C\\CCCC(=O)N[C@@H](CC(C)C)C(=O)O